5-(benzo[d]thiazol-2-ylthio)-1H-1,2,3-triazole-4-carboxylic acid S1C(=NC2=C1C=CC=C2)SC2=C(N=NN2)C(=O)O